ClC=1C(=NC(=NC1)NC1=CC(=C(C=C1OC)N1CCC2(CN(C2)C(=O)OC(C)(C)C)CC1)CC)NC1=C(C(=C(C=C1)C)C)P(=O)(C)C Tert-butyl 7-(4-((5-chloro-4-((2-(dimethylphosphoryl)-3,4-dimethylphenyl) amino) pyrimidin-2-yl) amino)-2-ethyl-5-methoxyphenyl)-2,7-diazaspiro[3.5]nonane-2-carboxylate